N'-(4-(2,4-dichlorophenoxy)phenyl)-3-(difluoromethyl)-1-methyl-1H-pyrazole-4-hydrazide ClC1=C(OC2=CC=C(C=C2)NNC(=O)C=2C(=NN(C2)C)C(F)F)C=CC(=C1)Cl